N-(2-amino-2-oxoethyl)-4-(aminomethyl)benzamide NC(CNC(C1=CC=C(C=C1)CN)=O)=O